((2-amino-1-(5-((4-(4-(methoxycarbonyl)-6-methylpyridin-2-yl)-1-methyl-1H-pyrazol-5-yl) oxy)-2-methylpentyl)-1H-benzo[d]imidazol-6-yl) methyl) piperazine-1-carboxylate N1(CCNCC1)C(=O)OCC=1C=CC2=C(N(C(=N2)N)CC(CCCOC2=C(C=NN2C)C2=NC(=CC(=C2)C(=O)OC)C)C)C1